C(C)(C)(C)[Si](OCC[C@H]1OC(OC1(C)C)(C)C)(C)C (R)-tert-butyldimethyl(2-(2,2,5,5-tetramethyl-1,3-dioxolan-4-yl)ethoxy)silane